methyl-4-(hydroxyimino)tetrahydrofuran-3-carboxylate COC(=O)C1COCC1=NO